FC1=C(C(=CC=C1)C(F)(F)F)COC1=CC2=C([C@@]3(CCN([C@@H]3CC2)CC2CCN(CC2)C(C)=O)S(=O)(=O)C2=CC=C(C=C2)F)C=C1 1-(4-{[(3aR,9bR)-7-{[2-fluoro-6-(trifluoromethyl)phenyl]methoxy}-9b-(4-fluorobenzenesulfonyl)-1H,2H,3H,3aH,4H,5H,9bH-benzo[e]indol-3-yl]methyl}piperidin-1-yl)ethan-1-one